tert-butyl (2S)-2'-cyclopropyl-2-(1-methyl-1H-1,2,3-triazol-4-yl)-4',5'-dihydrospiro[piperidine-4,7'-thieno[2,3-c]pyran]-1-carboxylate C1(CC1)C1=CC2=C(C3(OCC2)C[C@H](N(CC3)C(=O)OC(C)(C)C)C=3N=NN(C3)C)S1